Tris(3-chloropropyl)phosphat ClCCCOP(=O)(OCCCCl)OCCCCl